[Ti].[Cu].[Ni] Nickel-copper-titanium